Cl.C1(=CC=CC=C1)[C@@H](C)N[C@H](C)C1=CC=CC=C1 (R)-bis((R)-1-phenylethyl)amine HCl salt